(1aS,7bR)-2-hydroxy-5-({1-[(4R)-4-hydroxy-D-prolyl]azetidin-3-yl}oxy)-1,1a,2,7b-tetrahydrocyclopropa[c][1,2]benzoxaborinine-4-carboxylic acid OB1OC2=C([C@H]3[C@@H]1C3)C=CC(=C2C(=O)O)OC2CN(C2)C([C@@H]2NC[C@@H](C2)O)=O